N-(3-(5-(2-((2,2-dioxido-2-thiaspiro[3.3]heptan-6-yl)amino)-pyrimidin-4-yl)-2-(3-methyl-3,8-diazabicyclo[3.2.1]octan-8-yl)thiazol-4-yl)-2-fluorophenyl)-2,6-difluorobenzenesulfonamide O=S1(CC2(C1)CC(C2)NC2=NC=CC(=N2)C2=C(N=C(S2)N2C1CN(CC2CC1)C)C=1C(=C(C=CC1)NS(=O)(=O)C1=C(C=CC=C1F)F)F)=O